diethylamine α-cyano-4-hydroxycinnamate C(#N)C(C(=O)O)=CC1=CC=C(C=C1)O.C(C)NCC